Phenylene diisocyanate C=1(C(=CC=CC1)N=C=O)N=C=O